4-phenyl-5-(trifluoromethyl)pyrimidine-2,4-diamine C1(=CC=CC=C1)C1(NC(=NC=C1C(F)(F)F)N)N